O1C(=CC=C1)C1=NN2C(N=C(N=C2N)N)=N1 2-(furan-2-yl)-[1,2,4]triazolo[1,5-a][1,3,5]triazine-5,7-diamine